1-(3,5-difluoro-4-{[3-(1-methyl-1H-pyrazol-5-yl)-1-{[2-(trimethylsilyl)ethoxy]methyl}-1H-pyrrolo[2,3-b]pyridin-4-yl]oxy}phenyl)-3-[(3-methyloxetan-3-yl)methyl]urea FC=1C=C(C=C(C1OC1=C2C(=NC=C1)N(C=C2C2=CC=NN2C)COCC[Si](C)(C)C)F)NC(=O)NCC2(COC2)C